ClC=1C=CC(N(C1)C1=CC=C(C=C1)CC=1C(N(C(=NC1O)CCC1CC1)C1=C(C=CC=C1OC)OC)=O)=O 5-{[4-(5-chloro-2-oxo-1,2-dihydropyridin-1-yl)phenyl]methyl}-2-(2-cyclopropylethyl)-3-(2,6-dimethoxyphenyl)-6-hydroxy-3,4-dihydropyrimidin-4-one